1-Methylpiperazin CN1CCNCC1